3-(4,4-difluoroazepan-1-yl)-6-(trifluoromethyl)pyridazine-4-carbonitrile FC1(CCN(CCC1)C=1N=NC(=CC1C#N)C(F)(F)F)F